NC=1C=2N(C=CN1)C(=NC2C2=CC=C(C(=O)NC1=NC=CC=C1)C=C2)[C@H]2N(CCC2)C(C#CC)=O 4-[8-amino-3-[(2S)-1-(1-oxo-2-butyn-1-yl)-2-pyrrolidinyl]imidazo[1,5-a]pyrazin-1-yl]-N-2-pyridylbenzamide